COC(=O)C1OCC(C1)NC(=O)[C@]1(CC(=NO1)C1=CC(=CC(=C1)F)F)C=C 4-[[(5S)-3-(3,5-difluorophenyl)-5-vinyl-4H-isoxazole-5-carbonyl]amino]tetrahydrofuran-2-carboxylic acid methyl ester